OC1=C(C=CC(=C1O)O)C(C)(C)C1=C(C(=C(C=C1)O)O)O bis(2,3,4-trihydroxyphenyl)propane